tert-butyl (4aS,7aR)-4a-(((4-(6-oxa-3-azabicyclo[3.2.1]octan-3-yl)-7-chloro-8-fluoro-5-methoxypyrido[4,3-d]pyrimidin-2-yl)oxy)methyl)octahydro-1H-cyclopenta[b]pyridine-1-carboxylate C12CN(CC(OC1)C2)C=2C1=C(N=C(N2)OC[C@]23[C@H](N(CCC2)C(=O)OC(C)(C)C)CCC3)C(=C(N=C1OC)Cl)F